C(C1=CC=CC=C1)NC1=NC(=NC2=CC(=CC=C12)[C@@H]1O[C@@H]([C@H]([C@H]1O)O)CO)C=C (2S,3R,4S,5R)-2-[4-(benzylamino)-2-vinylquinazolin-7-yl]-5-(hydroxymethyl)oxolane-3,4-diol